3-[2-chloro-4-fluoro-5-[2-(trifluoromethyl)-4-pyridinyl]-phenyl]-5-methyl-4H-isoxazole-5-carboxylic acid ethyl ester C(C)OC(=O)C1(CC(=NO1)C1=C(C=C(C(=C1)C1=CC(=NC=C1)C(F)(F)F)F)Cl)C